ClC=1C(=NC(=NC1)NN1CCOCC1)C1=CC=C2CN(C(C2=C1)=O)[C@@H](C(=O)N[C@H](C)C1=NC(=CC=C1)N1CCN(CC1)C)C (2R)-2-(6-{5-chloro-2-[(morpholin-4-yl)amino]pyrimidin-4-yl}-1-oxo-2,3-dihydro-1H-isoindol-2-yl)-N-[(1R)-1-[6-(4-methylpiperazin-1-yl)pyridin-2-yl]ethyl]propanamide